4-(dimethyl-(phenyl)silyl)-2,2-difluoro-N-(4-(trifluoromethyl)phenyl)butanamide C[Si](CCC(C(=O)NC1=CC=C(C=C1)C(F)(F)F)(F)F)(C1=CC=CC=C1)C